(R)-N-(3,3-Difluoro-1-(oxetan-3-yl)piperidin-4-yl)-5-(imidazo[1,2-a]pyrimidin-6-yl)-4-methoxypyrrolo[2,1-f][1,2,4]triazin-2-amine FC1(CN(CC[C@H]1NC1=NN2C(C(=N1)OC)=C(C=C2)C=2C=NC=1N(C2)C=CN1)C1COC1)F